Cl.NC[C@@H](C)N1N=C2C(CN([C@@H](C2)C)C(C2=CC(=C(C=C2)Cl)Cl)=O)=C1C(=O)OCC ethyl (R)-2-((R)-1-aminopropan-2-yl)-5-(3,4-dichlorobenzoyl)-6-methyl-4,5,6,7-tetrahydro-2H-pyrazolo[4,3-c]pyridine-3-carboxylate hydrochloride